N6-(2-methoxy-4-(methylsulfonyl)phenyl)-N4-propyl-3-(trifluoromethyl)-1H-pyrrolo[2,3-b]pyridine-4,6-diamine COC1=C(C=CC(=C1)S(=O)(=O)C)NC=1C=C(C2=C(N1)NC=C2C(F)(F)F)NCCC